N-(2-carbamoyl-4-chloro-6-methyl-phenyl)-2-(3-chloro-2-pyridinyl)-5-(methylsulfinylmethyl)pyrazole-3-carboxamide C(N)(=O)C1=C(C(=CC(=C1)Cl)C)NC(=O)C=1N(N=C(C1)CS(=O)C)C1=NC=CC=C1Cl